5-(6-amino-9H-purin-9-yl)-4-hydroxytetrahydrofuran-3-yl (2S)-2-((((4-(2-(4-fluorophenyl)acetamido)benzyl)oxy)carbonyl)(methyl)amino)-4-phenylbutanoate FC1=CC=C(C=C1)CC(=O)NC1=CC=C(COC(=O)N([C@H](C(=O)OC2COC(C2O)N2C3=NC=NC(=C3N=C2)N)CCC2=CC=CC=C2)C)C=C1